CC1=CC=C(C=C1)S(=O)(=O)OC1=CC(N2[C@@H](CCC2=C1)C1=C(N=C(N1)C=1C(=NC(=CC1)N(CC1=CC=CC=C1)CC1=CC=CC=C1)F)F)=O (3S)-3-{2-[6-(dibenzylamino)-2-fluoro-3-pyridinyl]-4-fluoro-1H-imidazol-5-yl}-5-oxo-1,2,3,5-tetrahydro-7-indolizinyl 4-methylbenzenesulfonate